C(C1=CC=CC=C1)OC1CC(C1)N1N=CC(=C1)I 1-(3-(benzyloxy)cyclobutyl)-4-iodo-1H-pyrazole